C(C)C(C(=O)O)(CC)C ethyl-methyl-butyric acid